CN(CCC=1C=C(C(N(C1)C(C(=O)N[C@@H](CC(=O)OCC)C=1C=C(C=C(C1F)C(F)(F)F)C1=C(C=CC=C1C)C)CC(C)C)=O)F)C (3S)-ethyl 3-(2-(5-(2-(dimethylamino)ethyl)-3-fluoro-2-oxopyridin-1(2H)-yl)-4-methylpentanamido)-3-(4-fluoro-2',6'-dimethyl-5-(trifluoromethyl)biphenyl-3-yl)propanoate